FC(C=1C(=C(C=CC1)[C@@H](C)NC1=C(C(=NC(=N1)OC)C(C(=O)NC1CCOCC1)C)C1OCCO1)F)F 2-(6-(((R)-1-(3-(difluoromethyl)-2-fluorophenyl)ethyl)amino)-5-(1,3-dioxolan-2-yl)-2-methoxypyrimidin-4-yl)-N-(tetrahydro-2H-pyran-4-yl)propanamide